[Cl-].BrC=1C=NC(=NC1)C1(CC(C1)(C)CO)[NH3+] [1-(5-Bromopyrimidin-2-yl)-3-(hydroxymethyl)-3-methylcyclobutyl]ammonium chloride